CC1(CN(CCC1)C1=NN(C=C1NC(=O)C=1C=NN2C1N=CC=C2)CC(C)(C)O)C N-(3-(3,3-dimethylpiperidin-1-yl)-1-(2-hydroxy-2-methylpropyl)-1H-pyrazol-4-yl)pyrazolo[1,5-a]pyrimidine-3-carboxamide